[Co]=[Te].[Ni].[W] tungsten nickel cobalt telluride